(S)-1-((1,4-dioxan-2-yl)methyl)-4-chloro-N-(2,6-difluoro-4-(phenylethynyl)phenyl)-1H-pyrazole-5-carboxamide O1[C@H](COCC1)CN1N=CC(=C1C(=O)NC1=C(C=C(C=C1F)C#CC1=CC=CC=C1)F)Cl